6-(6-(cyclopropylmethoxy)imidazo[1,2-a]pyrazin-3-yl)-N-((3S,4S)-4-fluoropyrrolidin-3-yl)pyridin-2-amine C1(CC1)COC=1N=CC=2N(C1)C(=CN2)C2=CC=CC(=N2)N[C@H]2CNC[C@@H]2F